CC(CCCCCCCCCCCCCCC)C dimethyl-n-hexadecane